OC(C)C=1C=C2C(N(C=NC2=CC1)C)=O 6-(1-hydroxyethyl)-3-methylquinazolin-4(3H)-one